(R)-2-((4-(hydroxyimino)-1-oxo-1,4-dihydronaphthalen-2-yl)amino)-3-phenyl-N-(3-chloro-4-methylphenyl)-propanamide ON=C1C=C(C(C2=CC=CC=C12)=O)N[C@@H](C(=O)NC1=CC(=C(C=C1)C)Cl)CC1=CC=CC=C1